FC(OC=1C=C(C2=C(C(=CC=C2C1)F)C#C)C1=C(C=2N=C(N=CC2C(=N1)N1C(CC1)C)S(=O)C)F)F 7-[3-(difluoromethoxy)-8-ethynyl-7-fluoronaphthalen-1-yl]-8-fluoro-2-methanesulfinylpyrido[4,3-d]pyrimidin-5-yl-2-methyl-azetidine